Sodium (2S,5R)-7-oxo-2-(N-(2-(piperidin-1-yl)acetyl)carbamimidoyl)-1,6-diazabicyclo[3.2.1]octan-6-yl Sulfate S(=O)(=O)(ON1[C@@H]2CC[C@H](N(C1=O)C2)C(NC(CN2CCCCC2)=O)=N)[O-].[Na+]